C(#N)[C@H]1N(CC(C1)(F)F)C(CNC(=O)C1=CC=NC2=C(C=CC=C12)NC(CCC(=O)O)=O)=O 4-{[4-({2-[(2S)-2-cyano-4,4-difluoropyrrolidin-1-yl]-2-oxoethyl}carbamoyl)quinolin-8-yl]amino}-4-oxobutanoic acid